3-Hydroxy-Aminobutyric Acid OC(C(C(=O)O)N)C